FC1(CC(C1)N1C(C(=CC2=C1N=C(N=C2)SC)N2CCN(C1=C(C=CC=C21)C)C(=O)OC(C)(C)C)=O)F tert-butyl 4-[8-(3,3-difluorocyclobutyl)-2-methylsulfanyl-7-oxo-pyrido[2,3-d]pyrimidin-6-yl]-8-methyl-2,3-dihydroquinoxaline-1-carboxylate